COC1=CC(=CC=2CC(OC21)(C)C)C(=O)O 7-methoxy-2,2-dimethyl-2,3-dihydrobenzofuran-5-carboxylic acid